Cl.C(C1=CC=CC=C1)N1CC=2C(CC1)=C(N(N2)C2=CC=C(C=C2)Br)O 6-benzyl-2-(4-bromophenyl)-4,5,6,7-tetrahydro-2H-pyrazolo[3,4-c]pyridin-3-ol hydrochloride